COC(=O)C=1C=C2C=CN(C2=CC1)CC1=C(C=CC=C1)Cl 1-(2-chlorobenzyl)-1H-indole-5-carboxylic acid methyl ester